N2,N2-bis(2,4-dimethoxybenzyl)-3,6-difluoropyridine-2,5-diamine COC1=C(CN(C2=NC(=C(C=C2F)N)F)CC2=C(C=C(C=C2)OC)OC)C=CC(=C1)OC